(1S,2S)-ethyl 2-(1-hydroxy-3-methoxypropyl)cyclopropanecarboxylate OC(CCOC)[C@@H]1[C@H](C1)C(=O)OCC